NC1=C2C(=NC=N1)N(N=C2C2=CC=C(C=C2)OC2=CC=CC=C2)C2CCN(CC2)C(COCCOCCSC2=C1CN(CC1=CC=C2)C2C(NC(CC2)=O)=O)=O 4-((2-(2-(2-(4-(4-amino-3-(4-phenoxyphenyl)-1H-pyrazolo[3,4-d]pyrimidin-1-yl)Piperidin-1-yl)-2-oxoethoxy)ethoxy)ethyl)thio)-2-(2,6-dioxopiperidin-3-yl)isoindoline